CON(C(/C=C/C(=O)NC(CCCC)=O)=O)C (E)-N'-methoxy-N'-methyl-N-pentanoyl-but-2-enediamide